tert-butyl (4-(2-(4-(4-chloro-7,7-dimethyl-5-oxo-5,7-dihydroindolo[1,2-a]quinazolin-10-yl)piperidin-1-yl)ethoxy)butyl)carbamate ClC=1C=2C(N=C3N(C2C=CC1)C1=CC(=CC=C1C3(C)C)C3CCN(CC3)CCOCCCCNC(OC(C)(C)C)=O)=O